N-(5-methylpyrimidin-2-yl)-2-[1',1'-difluoro-6-(1-fluorocyclopropyl)-1-oxospiro[3H-isoquinoline-4,2'-cyclopropan]-2-yl]acetamide CC=1C=NC(=NC1)NC(CN1C(C2=CC=C(C=C2C2(C(C2)(F)F)C1)C1(CC1)F)=O)=O